N-heptyloxymethacrylamide C(CCCCCC)ONC(C(=C)C)=O